CC1=NN=C(O1)C1=C(N=C2[C@@H]3COCCN3C(C2=C1C=1C=C2C=CN(C2=CC1)C(C)C1=CC(=C(C#N)C=C1)F)=O)CCC1CCOCC1 4-[1-(5-{(4aR)-7-(5-methyl-1,3,4-oxadiazol-2-yl)-9-oxo-6-[2-(tetrahydro-2H-pyran-4-yl)ethyl]-1,2,4,4a-tetrahydro-9H-3-oxa-5,9a-diazafluoren-8-yl}-1-indolyl)ethyl]-2-fluorobenzonitrile